OC1=C(C=CC(=C1)C=1C=NNC1)C1=CC=C(N=N1)N(C1CC(N(C(C1)(C)C)C(COCCNC)=O)(C)C)C 1-(4-((6-(2-hydroxy-4-(1H-pyrazol-4-yl)phenyl)pyridazin-3-yl)(methyl)amino)-2,2,6,6-tetramethylpiperidin-1-yl)-2-(2-(methylamino)ethoxy)ethan-1-one